Cl.CC1=NC(=NC=C1)CCCCP(CCCC)CCCC (methylpyrimidinyl)-tri-n-butylphosphine hydrochloride